OC[C@H]1O[C@@H]([C@@H]([C@H]([C@H]1O)N1N=NC(=C1)C1=C(C(=C(C=C1)F)F)F)OC)CN1N=NC(=C1)C1(COC1)C (2R,3R,4S,5R,6R)-2-(Hydroxymethyl)-5-methoxy-6-((4-(3-methyloxetan-3-yl)-1H-1,2,3-triazol-1-yl)methyl)-4-(4-(2,3,4-trifluorophenyl)-1H-1,2,3-triazol-1-yl)tetrahydro-2H-pyran-3-ol